CN1C[C@H](CCC1)C1=CC2=C(C(NN=C2N[C@H](C)C=2C=C(C=C(C2)C(F)(F)F)CC(=O)N)=O)C=N1 (3-((R)-1-((7-((S)-1-Methylpiperidin-3-yl)-4-oxo-3,4-dihydropyrido[3,4-d]pyridazin-1-yl)amino)ethyl)-5-(Trifluoromethyl)phenyl)acetamide